[Cl-].S1C2=C(C=C1)C(=CC=C2)N2CC[N+](CC2)(CCCCOC2=CC=C1C=CC(NC1=C2)=O)COC(CCCCCCCC)=O 4-(benzo[b]thiophen-4-yl)-1-(nonanoyloxymethyl)-1-(4-(2-oxo-1,2-dihydroquinolin-7-yloxy)butyl)piperazin-1-ium chloride